C(C)(C)OC=1C=CC(=NC1)C1=NSC(=N1)NC1=NC=CC=C1N(C(=O)C1CC1)C N-(2-(3-(5-isopropoxy-pyridin-2-yl)-1,2,4-thiadiazol-5-ylamino)pyridin-3-yl)-N-methylcyclopropanecarboxamide